1,3-bis(2-phenyl-1,10-phenanthrolin-4-yl)benzene C1(=CC=CC=C1)C1=NC2=C3N=CC=CC3=CC=C2C(=C1)C1=CC(=CC=C1)C1=CC(=NC2=C3N=CC=CC3=CC=C12)C1=CC=CC=C1